CC(C)(CC(C)(C)C)N1N=NN=C1 1-(2,4,4-trimethylpentan-2-yl)-1H-tetrazol